C1=CC=C(C=C1)NC(=O)C2=C(C=CC(=C2)[N+](=O)[O-])Cl 2-chloro-5-nitro-N-phenylbenzamide